N-Heptylbenzene CCCCCCCC1=CC=CC=C1